1-(3-(5-bromothiophene-2-carboxamido)cyclohexyl)-N-methyl-2-phenyl-1H-benzo[d]imidazole-5-carboxamide BrC1=CC=C(S1)C(=O)NC1CC(CCC1)N1C(=NC2=C1C=CC(=C2)C(=O)NC)C2=CC=CC=C2